(2R,6S)-6-((4-bromophenoxy)methyl)-2-(fluoromethyl)-2-methyl-1,4-dioxan BrC1=CC=C(OC[C@@H]2COC[C@](O2)(C)CF)C=C1